C(C)(C)(C)OC(=O)N1C(CC(C1)OC)C(=O)O 1-(tert-Butoxycarbonyl)-4-methoxypyrrolidine-2-carboxylic acid